C1(=CC=CC=C1)P(=O)(C1=CC=CC=C1)C#CC1=CC(=CC=C1)C#CP(=O)(C1=CC=CC=C1)C1=CC=CC=C1 1,3-bis[(diphenylphosphoryl)ethynyl]benzene